NC([C@H](C[C@H]1C(NCC1)=O)NC([C@H](CC1CC1)NC(=O)C=1NC2=C(C=C(C=C2C1)OC)Cl)=O)=O N-[(1S)-2-[[(1S)-2-amino-2-oxo-1-[[(3S)-2-oxopyrrolidin-3-yl]methyl]ethyl]amino]-1-(cyclopropylmethyl)-2-oxo-ethyl]-7-chloro-5-methoxy-1H-indole-2-carboxamide